tripropylammonium tetrakis(pentafluorophenyl)borate FC1=C(C(=C(C(=C1[B-](C1=C(C(=C(C(=C1F)F)F)F)F)(C1=C(C(=C(C(=C1F)F)F)F)F)C1=C(C(=C(C(=C1F)F)F)F)F)F)F)F)F.C(CC)[NH+](CCC)CCC